NC1=C(C2=C(S1)C(=CC=C2C2=C1C(=NN3C1=C(C=C2F)C(N2[C@H](CC3)CNCC2)=O)F)F)C#N 2-Amino-4-((R)-2,4-difluoro-14-oxo-8,8a,9,10,11,12-hexahydro-7H,14H-pyrazino[1',2':5,6][1,5]diazocino[3,2,1-hi]indazol-3-yl)-7-fluorobenzo[b]thiophene-3-carbonitrile